FC(C=1C=C(C=C(C1)C(F)(F)F)N=C1CC2=C(S1=O)C=CC=C2)(F)F ((3,5-bis(trifluoromethyl)phenyl)imino)-2,3-dihydrobenzo[b]thiophene 1-oxide